C(C)(C)(C)C1N(CC12CC(C2)N2N=C(C=C2C)N2C1(CCC1)CC(CC2)(OCC)OCC)C(=O)O.OC2=C1C(C=C(OC1=CC(=C2)O)C2=CC=C(C=C2)O)=O 5,7,4'-trihydroxyflavone Tert-butyl-6-(3-(8,8-diethoxy-5-azaspiro[3.5]nonan-5-yl)-5-methyl-1H-pyrazol-1-yl)-2-azaspiro[3.3]heptane-2-carboxylate